C(C)C1=CC=C(C=C1)N1N=CC(=C1)C=1C=C2C(=CNC2=CC1)NC(=O)C1COC1 N-{5-[1-(4-ethylphenyl)-1H-pyrazol-4-yl]-1H-indol-3-yl}oxetane-3-carboxamide